OC(C(=O)N1CC2(CC2)[C@@H]([C@@H]1CC=1C(=C(C=CC1)C1=CC(=CC(=C1)F)F)F)NS(=O)(=O)C)(C)C N-((6S,7S)-5-(2-hydroxy-2-methylpropanoyl)-6-((2,3',5'-trifluoro-[1,1'-biphenyl]-3-yl)methyl)-5-azaspiro[2.4]heptan-7-yl)methanesulfonamide